S1SC=CN=C(C=NC=CN=CC=NC=CN=CC=NC=CN=CC=NC=CN=CC=C1)C(=O)N dithia[5,8,11,14,17,20,23,26,29]nonaazacyclodotriacontine-6-carboxamide